C(C(C)C(C(=O)[O-])C(O)(C(=O)[O-])C(C(=O)[O-])(CCCCCC)CCCCCC)C(C(=O)[O-])C(O)(C(=O)[O-])C(C(=O)[O-])(CCCCCC)CCCCCC propane-1,2-diylbis(dihexyl citrate)